Dimethyl-tetradecylamine oxide C[N+](CCCCCCCCCCCCCC)(C)[O-]